[N-]=[N+]=[N-].O[C@@H]1[C@H](O)[C@@H](O)[C@H](O)[C@H](O1)CO alpha-D-glucose azide